C(C)(=O)N1CCN(CC1)CCO 1-acetyl-4-(2-hydroxyethyl)piperazine